ClC1=NC(=CC(=C1)C1=C(C=NN1C)C(=O)NNC(NC)=S)Cl 2-(5-(2,6-dichloropyridin-4-yl)-1-methyl-1H-pyrazole-4-carbonyl)-N-methylhydrazine-1-carbothioamide